(2E)-1-[6-(2,5-Dioxopyrrolidin-1-yl)oxy-6-oxohexyl]-2-[(2E,4E)-5-[1-(2-methoxyethyl)-3,3-dimethyl-5-sulfonato-indol-1-ium-2-yl]penta-2,4-dienyliden]-3,3-dimethyl-indolin-5-sulfonat O=C1N(C(CC1)=O)OC(CCCCCN1/C(/C(C2=CC(=CC=C12)S(=O)(=O)[O-])(C)C)=C/C=C/C=C/C1=[N+](C2=CC=C(C=C2C1(C)C)S(=O)(=O)[O-])CCOC)=O